S1C2(SC=C1)CCC1=CC=C(C=C12)C#N 2,3-dihydrospiro[indene-1,2'-[1,3]dithiolene]-6-carbonitrile